N-[[1-(azetidin-3-ylmethyl)-4-piperidyl]methyl]-2-ethyl-4-[[3-[2-fluoro-6-(3-methyl-1H-pyrazol-4-yl)-3-pyridyl]imidazo[1,2-a]pyrazin-8-yl]amino]benzamide N1CC(C1)CN1CCC(CC1)CNC(C1=C(C=C(C=C1)NC=1C=2N(C=CN1)C(=CN2)C=2C(=NC(=CC2)C=2C(=NNC2)C)F)CC)=O